1-(4-iodophenyl)-N-hydroxycyclopropane-1-carboxamidine IC1=CC=C(C=C1)C1(CC1)C(=N)NO